2-((1-(1-ethyl-7-methyl-5-oxo-1,2,3,5-tetrahydroimidazo[2,1-b]quinazolin-9-yl)ethyl)amino)benzoic acid C(C)N1CCN2C1=NC1=C(C=C(C=C1C2=O)C)C(C)NC2=C(C(=O)O)C=CC=C2